Trans-4-Dimethylamino-4-methoxychalcone CN(C1(CC=C(C=C1)\C=C\C(=O)C1=CC=CC=C1)OC)C